C[C@@H]1OCC2([C@@H]1N)CCN(CC2)C2=NC1=C(C=3N2C=CN3)C(=NN1)C#CC(=C)C (3S,4S)-3-methyl-8-(9-(3-methylbut-3-en-1-yn-1-yl)-7H-imidazo[1,2-c]pyrazolo[4,3-e]pyrimidin-5-yl)-2-oxa-8-azaspiro[4.5]decan-4-amine